N1C=NC2=C1C=C(C=C2)NC2=NC1=C(C(=CC=C1C=N2)C)OC2CCC(CC2)O 4-({2-[(1H-benzo[d]imidazol-6-yl)amino]-7-methylquinazolin-8-yl}oxy)cyclohexanol